N-(5-bromo-4-(2-(dimethylamino)ethoxy)pyridin-2-yl)-6-(2-cyano-4-(5-methyl-1,2,4-oxadiazol-3-yl)phenyl)nicotinamide BrC=1C(=CC(=NC1)NC(C1=CN=C(C=C1)C1=C(C=C(C=C1)C1=NOC(=N1)C)C#N)=O)OCCN(C)C